2-Methyl-N-(1-(2-methyl-7-(2-methyloxazol-4-yl)quinolin-5-yl)cyclopropyl)-5-(8-methyl-3,8-diazabicyclo[3.2.1]octan-3-yl)benzamide CC1=C(C(=O)NC2(CC2)C2=C3C=CC(=NC3=CC(=C2)C=2N=C(OC2)C)C)C=C(C=C1)N1CC2CCC(C1)N2C